(S)-7-bromo-N-(4-(chlorodifluoromethoxy)phenyl)-1-(5-oxopyrrolidin-3-yl)-1H-benzo[d]Imidazole-5-carboxamide BrC1=CC(=CC2=C1N(C=N2)[C@@H]2CNC(C2)=O)C(=O)NC2=CC=C(C=C2)OC(F)(F)Cl